4-{5-[(4-fluorophenyl)methoxy]-1-(3-hydroxy-2,2-dimethylpropanoyl)-4-methyl-1H-pyrazol-3-yl}-1-methanesulfonyl-5-methylpiperidin-3-one FC1=CC=C(C=C1)COC1=C(C(=NN1C(C(CO)(C)C)=O)C1C(CN(CC1C)S(=O)(=O)C)=O)C